7-[(5-Methoxypyridin-2-yl)methoxy]-2-(4-methylpiperazine-1-carbonyl)-1,2,3,4-tetrahydroisoquinoline COC=1C=CC(=NC1)COC1=CC=C2CCN(CC2=C1)C(=O)N1CCN(CC1)C